CNC(=O)C1=C(C2=C(S1)C=CC=C2)C2CN(CCO2)S(=O)(=O)C=2C(=NOC2C)C 3-[4-(3,5-dimethyl-isoxazole-4-sulfonyl)-morpholin-2-yl]-benzo[b]thiophene-2-carboxylic acid methylamide